N1N=CC(=C1)C1CN(CCC1)C1=NC(=NC=C1)C1=CN=C2N1C=C(C=C2)C(F)(F)F 4-[3-(1H-pyrazol-4-yl)piperidin-1-yl]-2-[6-(trifluoromethyl)imidazo[1,2-a]pyridin-3-yl]pyrimidine